C(C)(C)C=1N=C(SC1)C(C)=O 1-(4-Isopropylthiazol-2-yl)ethan-1-one